(S)-2-(4-(4-((4-chloro-2-fluorobenzyl)oxy)thiazol-5-yl)-2,5-difluorobenzyl)-1-(oxetan-2-ylmethyl)-1H-benzo[d]imidazole-6-carboxylic acid ClC1=CC(=C(COC=2N=CSC2C2=CC(=C(CC3=NC4=C(N3C[C@H]3OCC3)C=C(C=C4)C(=O)O)C=C2F)F)C=C1)F